(3S)-5,7-dioxoindolizine-3-carboxylic acid O=C1N2[C@@H](C=CC2=CC(C1)=O)C(=O)O